FC1=C(C=CC(=C1)F)C1=NN2C(OCC(C2)CO)=C1C(=O)O 2-(2,4-Difluorophenyl)-6-(hydroxymethyl)-6,7-dihydro-5H-pyrazolo[5,1-b][1,3]oxazine-3-carboxylic acid